(S)-1-(3-(4-amino-3-((6-fluoro-1-methyl-1H-benzo[d]imidazol-5-yl)ethynyl)-7-(pyridazin-3-yl)-1H-pyrazolo[4,3-c]pyridin-1-yl)pyrrolidin-1-yl)prop-2-en-1-one NC1=NC=C(C2=C1C(=NN2[C@@H]2CN(CC2)C(C=C)=O)C#CC2=CC1=C(N(C=N1)C)C=C2F)C=2N=NC=CC2